CC(CCC=C)S(=O)(=O)N HEX-5-ENE-2-SULFONAMIDE